5-(4-methyl-piperazin-1-ylmethyl)-furan-2-carboxylic acid ((R)-7-benzylamino-2,3-dihydro-benzo[1,4]dioxin-2-ylmethyl)-amide C(C1=CC=CC=C1)NC=1C=CC2=C(O[C@@H](CO2)CNC(=O)C=2OC(=CC2)CN2CCN(CC2)C)C1